ClC1=CC(=CC(=N1)NC(=O)[C@]12[C@H]3C[C@@H]([C@@H]([C@@]2(C1)C1=CC(=NC=C1)OC)O3)O)C(F)(F)F |r| rac-(1r,2r,4s,5r,6s)-N-(6-chloro-4-(trifluoromethyl)pyridin-2-yl)-6-hydroxy-4-(2-methoxypyridin-4-yl)-8-oxatricyclo[3.2.1.02,4]octane-2-carboxamide